tert-butyl (2S,3R)-2-({3-[(6-amino-3-chloro-5-fluoropyridin-2-yl)oxy]-2-fluorophenyl}methyl)-3-[(cyclopropanesulfonyl)amino]-4,4-difluoropyrrolidine-1-carboxylate NC1=C(C=C(C(=N1)OC=1C(=C(C=CC1)C[C@@H]1N(CC([C@@H]1NS(=O)(=O)C1CC1)(F)F)C(=O)OC(C)(C)C)F)Cl)F